3-(2-(((1r,3r)-3-((4-((tert-butyloxycarbonyl)amino)butyl)amino)cyclobutyl)amino)-5-(trifluoromethyl)pyrimidin-4-yl)-7-(dimethylphosphoryl)-1H-indole-6-carboxylic acid C(C)(C)(C)OC(=O)NCCCCNC1CC(C1)NC1=NC=C(C(=N1)C1=CNC2=C(C(=CC=C12)C(=O)O)P(=O)(C)C)C(F)(F)F